FC=1C=C(CNC=2C3=C(N=C(N2)N(CCOC)CCOC)C(=NC(=N3)N(CCOC)CCOC)N3CCC(CC3)OC)C=CC1 N4-(3-fluorobenzyl)-N2,N2,N6,N6-tetrakis(2-methoxyethyl)-8-(4-methoxypiperidin-1-yl)pyrimido[5,4-d]pyrimidine-2,4,6-triamine